F[C@H]1[C@H]([C@@H](O[C@@H]1CO)N1C=NC=2C(=O)NC(NC(C(C)C)=O)=NC12)OP(=O)O.[NH+]1=CC=CC=C1 pyridinium 3'-deoxy-3'-fluoro-2'-O-[hydroxy(oxido)-λ5-phosphanyl]-N-(2-methylpropanoyl)guanosine